COC=1C=C(CN2C(C=CC(=C2)C2=NC(=NC(=C2)C(F)(F)F)S(=O)(=O)CCOC)=O)C=CC1OC 1-(3,4-dimethoxybenzyl)-5-(2-((2-methoxyethyl)sulfonyl)-6-(trifluoromethyl)pyrimidin-4-yl)pyridin-2(1H)-one